N-(2-pyridinylmethyl)-N'-4-piperidinyl-N'-(5,6,7,8-tetrahydro-8-quinolinyl)-1,4-benzenedimethanamine N1=C(C=CC=C1)CNCC1=CC=C(C=C1)CN(C1CCCC=2C=CC=NC12)C1CCNCC1